N-[5-[6-[[4-(chloromethyl)phenyl]methyl]-2,6-diazaspiro[3.3]heptan-2-yl]-2-pyridyl]-5-fluoro-4-[(4R)-4-methyl-5,6,7,8-tetrahydro-4H-pyrazolo[1,5-a]azepin-3-yl]pyrimidin-2-amine ClCC1=CC=C(C=C1)CN1CC2(CN(C2)C=2C=CC(=NC2)NC2=NC=C(C(=N2)C=2C=NN3C2[C@@H](CCCC3)C)F)C1